2-decyltetradecyloxycarbonyl-L-lysine C(CCCCCCCCC)C(COC(=O)N[C@@H](CCCCN)C(=O)O)CCCCCCCCCCCC